5-Methyl-N4-[3-ethoxyphenyl]-N2-[4-(4-methylpiperazin-1-yl)phenyl]pyrimidine-2,4-diamine CC=1C(=NC(=NC1)NC1=CC=C(C=C1)N1CCN(CC1)C)NC1=CC(=CC=C1)OCC